(2R,4R)-2-(dimethylcarbamoyl)-4-(((S)-2-((2S,3S)-1-(2-((4-nitrobenzoyl)oxy)-2-oxoacetyl)-4-oxo-3-((S)-1-((trimethylsilyl)oxy)ethyl)azetidin-2-yl)propanoyl)thio)pyrrolidine CN(C(=O)[C@@H]1NC[C@@H](C1)SC([C@@H](C)[C@H]1N(C([C@@H]1[C@H](C)O[Si](C)(C)C)=O)C(C(=O)OC(C1=CC=C(C=C1)[N+](=O)[O-])=O)=O)=O)C